OC1(CCC(CC1)CNC1=C(C=C(C=N1)S(=O)(=O)NC(C1=C(C=CC=C1)OC=1C=C2C(=NC1)NC=C2)=O)[N+](=O)[O-])C N-[(6-{[(cis-4-hydroxy-4-methylcyclohexyl)methyl]amino}-5-nitropyridin-3-yl)sulfonyl]-2-(1H-pyrrolo[2,3-b]pyridin-5-yloxy)benzamide